CN(CCCCl)C 3-Dimethylamino-1-propylchlorid